ClC1=NC=CC(=N1)N1CCN(CC1)CC1=CC=C(CC=2C=3C4=C(C(N(C4=CC2)C2C(NC(CC2)=O)=O)=O)C=CC3)C=C1 3-(6-(4-((4-(2-chloropyrimidin-4-yl)piperazin-1-yl)methyl)benzyl)-2-oxobenzo[cd]indol-1(2H)-yl)piperidine-2,6-dione